[Na+].[Na+].C(C)C(CN(CCC(=O)[O-])CCC(=O)[O-])CCCC 2-ethylhexyliminodipropionate disodium salt